O1CCC(CC1)CN1C[C@@H]2[C@H](C1)CC(C2)NC2=CC=C(N=N2)C2=C(C=CC=C2)NC(CC)=O N-(2-(6-(((3aR,5s,6aS)-2-((tetrahydro-2H-pyran-4-yl)methyl)octahydrocyclopenta[c]pyrrol-5-yl)amino)pyridazin-3-yl)phenyl)propionamide